4-methylpyrrolidin-2-oneAt CC1CC(N(C1)C(=O)[O-])=O